5-fluoro-2-((2-methoxy-5-(methoxycarbonyl)phenyl)sulfonamido)-4-(trifluoromethyl)benzenaminium trifluoroacetate FC(C(=O)[O-])(F)F.FC=1C(=CC(=C(C1)[NH3+])NS(=O)(=O)C1=C(C=CC(=C1)C(=O)OC)OC)C(F)(F)F